1-butyl-1-(2-(2-cyano-6-methylphenoxy)ethyl)azocan-1-ium TFA salt [O-]C(=O)C(F)(F)F.C(CCC)[N+]1(CCCCCCC1)CCOC1=C(C=CC=C1C)C#N